COCCN(CC[C@@H](C(=O)O)NC(=O)O[C@@H](C)C1=CC=CC=C1)CCCCC1=NC=2NCCCC2C=C1 (S)-4-((2-methoxyethyl)(4-(5,6,7,8-tetrahydro-1,8-naphthyridin-2-yl)butyl)amino)-2-((((S)-1-phenylethoxy)carbonyl)amino)butanoic acid